FC1=C(C=CC=C1C(F)(F)F)NC(C)=O N-(2-fluoro-3-(trifluoromethyl)phenyl)acetamide